C(=O)OC methyl 1-formate